[Cl-].C(CCCCC)(=O)OC methyl hexanoate chloride